(S)-2-(3-(difluoromethyl)pyrrolidin-1-yl)-4-(2,4-difluorophenyl)-6,7-dimethylpteridine FC([C@@H]1CN(CC1)C1=NC2=NC(=C(N=C2C(=N1)C1=C(C=C(C=C1)F)F)C)C)F